2-amino-N-[(1s,4s)-4-{[2-(trifluoromethyl)imidazo[1,2-a]pyridin-5-yl]amino}cyclohexyl]pyrimidine-5-carboxamide NC1=NC=C(C=N1)C(=O)NC1CCC(CC1)NC1=CC=CC=2N1C=C(N2)C(F)(F)F